oxalic acid, allyl hexyl ester C(C(=O)OCCCCCC)(=O)OCC=C